C(C=C)(=O)N1C[C@@H]2COC3=C(C(N2CC1)=O)C(=NC(=C3Cl)C3=C(C=CC=C3O)F)N3[C@H]1COC[C@@H]3CC1 (6aR)-8-acryloyl-1-((1R,5S)-3-oxa-8-azabicyclo[3.2.1]oct-8-yl)-4-chloro-3-(2-fluoro-6-hydroxyphenyl)-6,6a,7,8,9,10-hexahydro-12H-pyrazino[2,1-c]pyrido[3,4-f][1,4]oxazepin-12-one